C(C)(C)(C)OC(=O)N1C[C@@H]([C@@H](CC1)N1N=NC(=C1C)Br)F (3S,4R)-4-(4-bromo-5-methyl-triazol-1-yl)-3-fluoro-piperidine-1-carboxylic acid tert-butyl ester